(4-methylphenyl)-2-(N-(3-(pyrrol-1-yl)propyl)benzenesulfonamido)acetamide trans-methyl-2,2-difluoro-3-formylcyclopropane-1-carboxylate COC(=O)[C@@H]1C([C@H]1C=O)(F)F.CC1=CC=C(C=C1)C(C(=O)N)N(S(=O)(=O)C1=CC=CC=C1)CCCN1C=CC=C1